10-naphthylphenothiazine-2,7-diamine C1(=CC=CC2=CC=CC=C12)N1C2=CC=C(C=C2SC=2C=CC(=CC12)N)N